5-(5-(4,4-difluoropiperidine-1-carbonyl)-1H-pyrrolo[2,3-b]pyridin-1-yl)picolinimidohydrazide FC1(CCN(CC1)C(=O)C=1C=C2C(=NC1)N(C=C2)C=2C=CC(=NC2)C(NN)=N)F